C(CCOCCCCOCCCN)N 4,9-Dioxadodecan-1,12-diamine